N-(2-fluoro-4-((4-(1-isopropyl-1H-pyrazol-4-yl)-5-methylpyrimidin-2-yl)amino)phenyl)acetamide FC1=C(C=CC(=C1)NC1=NC=C(C(=N1)C=1C=NN(C1)C(C)C)C)NC(C)=O